6-chloro-3-iodo-5-methoxy-1H-indole ClC1=C(C=C2C(=CNC2=C1)I)OC